[4-[[1-[[1-(2,6-dioxo-3-piperidyl)-3-methyl-2-oxo-benzimidazol-5-yl]methyl]-4-piperidyl]oxy]cyclohexyl]carbamate O=C1NC(CCC1N1C(N(C2=C1C=CC(=C2)CN2CCC(CC2)OC2CCC(CC2)NC([O-])=O)C)=O)=O